C(C1=CC=CC=C1)[C@H]1N(C(OC1)=O)C(CCCC(C)(F)F)=O (R)-4-benzyl-3-(5,5-difluorohexanoyl)oxazolidin-2-one